2-((2-((2,4-dichloro-5-propoxyphenyl)amino)-2-oxoethyl)thio)acetic acid ClC1=C(C=C(C(=C1)Cl)OCCC)NC(CSCC(=O)O)=O